(R)-2-(3-aminophenyl)-N-(2-fluoro-3-hydroxy-3-methylbutyl)-7-(isopropylamino)pyrazolo[1,5-a]pyrimidine-6-carboxamide NC=1C=C(C=CC1)C1=NN2C(N=CC(=C2NC(C)C)C(=O)NC[C@H](C(C)(C)O)F)=C1